5-((5-(5-fluoropyridin-2-yl)oxazol-2-yl)amino)-N'-hydroxypyridineformamidine FC=1C=CC(=NC1)C1=CN=C(O1)NC=1C=CC(=NC1)C(=NO)N